COC(=O)C1=NC2=CC=C(C=C2C(=C1)OC1CC(C1)(F)F)Br 6-bromo-4-(3,3-difluorocyclobutoxy)quinoline-2-carboxylic acid methyl ester